Piperidine-1-sulfonyl chloride N1(CCCCC1)S(=O)(=O)Cl